isopropyl (S)-2-((S)-2-acetamido-3-(1H-indol-3-yl) propanamido)-6-diazo-5-oxohexanoate C(C)(=O)N[C@H](C(=O)N[C@H](C(=O)OC(C)C)CCC(C=[N+]=[N-])=O)CC1=CNC2=CC=CC=C12